(1R)-1-(3-(1,1-difluoroethyl)-2-fluorophenyl)ethylamine hydrochloride Cl.FC(C)(F)C=1C(=C(C=CC1)[C@@H](C)N)F